C(#C)C1=C(C=CC2=CC(NC(=C12)C1=C(C=2N=C(N=C(C2C=N1)N(C[C@H]1NCCC1)C)N1CCN(CC1)C)F)=O)F (S)-8-ethynyl-7-fluoro-1-(8-fluoro-4-(methyl(pyrrolidin-2-ylmethyl)amino)-2-(4-methylpiperazin-1-yl)pyrido[4,3-d]pyrimidin-7-yl)isoquinolin-3(2H)-one